O-(((1r,3r)-3-((tert-butyldimethylsilyl) oxy) cyclobutyl) methyl) hydrazinethiocarboxylate N(N)C(OCC1CC(C1)O[Si](C)(C)C(C)(C)C)=S